C1(CC1)C1=CN=CN1COCC[Si](C)(C)C [(5-cyclopropylimidazol-1-yl)methoxy]ethyl-trimethyl-silane